FC(OC1=C(C2=C([C@@H](CO2)NC)C=C1)F)F (S)-6-(difluoromethoxy)-7-fluoro-N-methyl-2,3-dihydrobenzofuran-3-amine